4-chloro-5-(4-[[4-fluoro-2-(trifluoromethyl)phenyl](2-hydroxyethyl)amino]-5H,6H,7H,8H-pyrido[3,4-d]pyrimidin-7-yl)-2,3-dihydropyridazin-3-one ClC=1C(NN=CC1N1CC=2N=CN=C(C2CC1)N(CCO)C1=C(C=C(C=C1)F)C(F)(F)F)=O